BrC=1C(C(C=CC1)(N)Br)N 2,6-dibromo-1,6-phenylenediamine